C(CCCC(CCC)O)O 1,5-octanediol